N=1N(N=CC1)C1=CC=C(CNC(=O)C2N(C(CN(C2)S(=O)(=O)C2=CC=CC=C2)C)C(C(C)C)=O)C=C1 N-(4-(2H-1,2,3-triazol-2-yl)benzyl)-1-isobutyryl-6-methyl-4-(phenylsulfonyl)piperazine-2-carboxamide